C(C)N(C1=CC(=C(C=C1)C1(OC(=O)C2=CC=CN=C12)C1=C(N(C2=CC=CC=C12)CC)C)OCCCCCC)CC 3-[4-(diethylamino)-2-hexyloxyphenyl]-3-(1-ethyl-2-methylindol-3-yl)-4-azaphthalide